styrenetriamine C(=C(C1=CC=CC=C1)N)(N)N